[1,2,4]triazolo[4,3-b]pyridazine-6-carboxamide N=1N=CN2N=C(C=CC21)C(=O)N